N[C@H](CONS(=O)(=O)CC1CCN(CC1)C1=NC=C(C=N1)C(F)(F)F)C (S)-N-(2-aminopropoxy)-1-(1-(5-(trifluoromethyl)pyrimidin-2-yl)piperidine-4-yl)methanesulfonamide